FC=1C=C(C=CC1OCCCCCCCCCCCCCC)S(=O)(=O)C=1C=NC2=CC=C(C=C2C1N1CCC(CC1)N1CCC(CC1)N1CCN(CC1)C)S(=O)C 3-((3-fluoro-4-(tetradecyloxy)phenyl)sulfonyl)-4-(4-(4-methylpiperazin-1-yl)-[1,4'-bipiperidin]-1'-yl)-6-(methylsulfinyl)quinoline